ClC=1C=C(C(=NC1)C)S(=O)(=O)NC=1C(=C(C(=CC1)F)C=1N=CC=2N(C1F)C=NC2C(=O)NC)F 6-[3-(5-chloro-2-methylpyridine-3-sulfonamido)-2,6-difluorophenyl]-5-fluoro-N-methylimidazo-[1,5-a]pyrazine-1-carboxamide